2-{[(1S)-1-(4-{4-[(1-acryloylazetidin-3-yl)(methyl)amino]tetrahydro-2H-pyran-4-yl}phenyl)ethyl]amino}-8-(propan-2-yl)pyrido[2,3-d]pyrimidin-7(8H)-one C(C=C)(=O)N1CC(C1)N(C1(CCOCC1)C1=CC=C(C=C1)[C@H](C)NC=1N=CC2=C(N1)N(C(C=C2)=O)C(C)C)C